N,N-dibutylaminostyrene C(CCC)N(CCCC)C=CC1=CC=CC=C1